P(=O)(=O)[SiH2]N phosphosilaneamine